N-(5-((3-((2,6-dimethylpyridin-4-yl)methyl)pyrrolidin-1-yl)methyl)-1,3,4-thiadiazol-2-yl)acetamide CC1=NC(=CC(=C1)CC1CN(CC1)CC1=NN=C(S1)NC(C)=O)C